C(=C)N1C(CCC1)=O 1-vinylpyrrolidone